COC(=O)[C@@H]1O[C@@H]1CN=[N+]=[N-] (2r,3r)-3-(azidomethyl)oxirane-2-carboxylic acid methyl ester